ClC=1C=CC=2C3=C(C(N(C2C1)C1=CC=CC=C1)=O)N=C(N3C)CN3CC(CC3)OC 7-chloro-2-((3-methoxypyrrolidin-1-yl)methyl)-1-methyl-5-phenyl-1,5-dihydro-4H-imidazo[4,5-c]quinolin-4-one